4-((3-(4-(2-(2-aminopyridin-3-yl)-5-isopropyl-3H-imidazo[4,5-b]pyridin-3-yl)phenyl)azetidin-1-yl)methyl)benzoic acid NC1=NC=CC=C1C1=NC=2C(=NC(=CC2)C(C)C)N1C1=CC=C(C=C1)C1CN(C1)CC1=CC=C(C(=O)O)C=C1